C(C)OC(COC1=C(C=CC=C1C=O)Br)=O 2-(2-bromo-6-formylphenoxy)acetic acid ethyl ester